2-chloro-6-cyclopropyl-4-[4-fluoro-2-[5-(trifluoro-methyl)pyrazol-1-yl]phenyl]pyridine ClC1=NC(=CC(=C1)C1=C(C=C(C=C1)F)N1N=CC=C1C(F)(F)F)C1CC1